6-thiatricyclo[8.4.0.03,7]tetradeca-1(10),3(7),4,11,13-pentaen-8-one C1=2CC=3C=CSC3C(CC2C=CC=C1)=O